6-chloro-N-[5-(2-fluoroethoxy)-4,6-dimethoxy-pyrimidin-2-yl]-1H-indole-3-sulfonic acid amide ClC1=CC=C2C(=CNC2=C1)S(=O)(=O)NC1=NC(=C(C(=N1)OC)OCCF)OC